(1S,3S)-N'-(4-chlorophenyl-methylene)-1-methyl-2,3,4,9-tetrahydro-1H-pyrido[3,4-b]indole-3-carboxylic acid hydrazide ClC1=CC=C(C=C1)C=NNC(=O)[C@@H]1CC2=C(NC3=CC=CC=C23)[C@@H](N1)C